(1S,3S)-1-(4-fluorophenyl)-5-iodo-6,7,8-trimethoxy-3-methylisochroman FC1=CC=C(C=C1)[C@@H]1O[C@H](CC2=C(C(=C(C(=C12)OC)OC)OC)I)C